OC(CCCCCCCC(=O)O)C(C=CC(CCCCC)O)O 9,10,13-trihydroxyoctadeca-11-enoic acid